CO[C@H]1CC2(CC(CN2C1)=C)C(=O)OC methyl (2S)-2-methoxy-6-methylenetetrahydro-1H-pyrrolizine-7a(5H)-carboxylate